C(C(C)C)C1(C=CC=C1)[Ti](N(CC)C)(N(CC)C)N(C)CC (isobutylcyclopentadienyl)tris(ethylmethylamino)titanium